(3-(6-((2,6-dioxopiperidin-3-yl)carbamoyl)pyridin-2-yl)prop-2-yn-1-yl)picolinamide O=C1NC(CCC1NC(=O)C1=CC=CC(=N1)C#CCC=1C(=NC=CC1)C(=O)N)=O